1-((7-((R)-4,4-Difluoro-3-phenylbutanoyl)-10-hydroxy-7-azaspiro[4.5]decan-10-yl)methyl)-N,N-dimethyl-6-oxo-4-phenyl-1,6-dihydropyridin-3-carboxamid FC([C@H](CC(=O)N1CC2(CCCC2)C(CC1)(O)CN1C=C(C(=CC1=O)C1=CC=CC=C1)C(=O)N(C)C)C1=CC=CC=C1)F